2-(1-(3-chlorophenyl)-2-hydroxyethyl)-6-(2-((1-methyl-1H-pyrazol-5-yl)amino)pyrimidin-4-yl)isoindolin-1-one ClC=1C=C(C=CC1)C(CO)N1C(C2=CC(=CC=C2C1)C1=NC(=NC=C1)NC1=CC=NN1C)=O